6-chloro-3-(((R)-1-(3,6-dimethyl-4-oxo-2-((S)-3-(pyridazin-4-yloxy)pyrrolidin-1-yl)-3,4-dihydroquinazolin-8-yl)ethyl)amino)-N-(methylsulfonyl)picolinamide ClC1=CC=C(C(=N1)C(=O)NS(=O)(=O)C)N[C@H](C)C=1C=C(C=C2C(N(C(=NC12)N1C[C@H](CC1)OC1=CN=NC=C1)C)=O)C